BrC1=NC=CC(=C1OC)CO (2-bromo-3-methoxy-4-pyridinyl)methanol